4-(6-hydroxyhexoxy)benzophenone OCCCCCCOC1=CC=C(C(=O)C2=CC=CC=C2)C=C1